C1(CC1)C1=NC(=CC(=C1)C1=C(C(=O)OC)C=C(C=C1)F)N1C(C2=C(C(=C1)C1CC1)C=C(N2COCC[Si](C)(C)C)CN2C[C@H](CCC2)C)=O methyl 2-[2-cyclopropyl-6-[4-cyclopropyl-2-[[(3s)-3-methylpiperidin-1-yl]methyl]-7-oxo-1-(2-trimethylsilylethoxymethyl)pyrrolo[2,3-c]pyridin-6-yl]pyridin-4-yl]-5-fluorobenzoate